2,2,6,6-tetramethyl-1-(octyloxy)-4-piperidinyl sebacate C(CCCCCCCCC(=O)[O-])(=O)OC1CC(N(C(C1)(C)C)OCCCCCCCC)(C)C